3-chlorobicyclo[3.2.1]-3-octene ClC=1CC2CCC(C1)C2